O[C@@]1(CC[C@@H]2[C@H]3CC[C@]4(C(C3CCC2C1)[C@H]1[C@@H]([C@@H]4C(CN4N=C2CCCCC2=C4)=O)CCC1)C)C 1-((2R,4aS,4bR,6aS,7S,7aS,8aR,8bR,8cR,10aR)-2-hydroxy-2,6a-dimethyloctadecahydrocyclopenta[4,5]cyclopenta[1,2-a]phenanthren-7-yl)-2-(4,5,6,7-tetrahydro-2H-indazol-2-yl)ethan-1-one